ClC1=NC(=C2C(=N1)N(N=C2)C)NCC2CCN(CC2)C(C2=CC(=C(C=C2)OC)Cl)=O 6-chloro-N-{[1-(3-chloro-4-methoxybenzoyl)piperidin-4-yl]Methyl}-1-methyl-1H-pyrazolo[3,4-d]Pyrimidin-4-amine